N-[5-chloro-2-fluoro-4-(tetrahydrofuran-3-ylmethoxy)phenyl]-6-[(1S,4S)-2,5-diazabicyclo[2.2.1]heptan-2-yl]pyrido[3,2-d]pyrimidin-4-amine ClC=1C(=CC(=C(C1)NC=1C2=C(N=CN1)C=CC(=N2)N2[C@@H]1CN[C@H](C2)C1)F)OCC1COCC1